C(C)(C)(C)OC(=O)N1CCN(CC1)C1=CC=C(C=C1)NC1=NC(=NC=C1F)NC=1C=CC2=C(NC(=N2)N(C)C)C1 tert-Butyl-4-(4-((2-((2-(dimethylamino)-1H-benzo[d]imidazol-6-yl)amino)-5-fluoropyrimidin-4-yl)amino)phenyl)piperazine-1-carboxylate